(S)-1-(3-(4-amino-3-((2,6-difluoro-3,5-dimethoxyphenyl)ethynyl)-7-(hydroxymethyl)-1H-pyrazolo[4,3-c]pyridin-1-yl)pyrrolidin-1-yl)prop-2-en-1-one NC1=NC=C(C2=C1C(=NN2[C@@H]2CN(CC2)C(C=C)=O)C#CC2=C(C(=CC(=C2F)OC)OC)F)CO